C(#N)C=1N(C2=CC=CC=C2C1)C 2-cyano-1-methyl-1H-indol